CC1=CC=CC=2N=CNC21 4-(methyl)benzimidazole